5-(allyloxy)-1H-pyrrolo[2,3-b]pyridine C(C=C)OC=1C=C2C(=NC1)NC=C2